(R)-3-(3-Hydroxyazetidine-1-carbonyl)-5-(5-methylthiazol-2-yl)-N-(1-(2-(trifluoromethyl)pyrimidin-5-yl)ethyl)benzamide benzyl-N-[2-(2-pyridyl)thiazol-4-yl]carbamate C(C1=CC=CC=C1)OC(NC=1N=C(SC1)C1=NC=CC=C1)=O.OC1CN(C1)C(=O)C=1C=C(C(=O)N[C@H](C)C=2C=NC(=NC2)C(F)(F)F)C=C(C1)C=1SC(=CN1)C